CN(C1=C(C(=O)OC)C=CC=C1)C methyl ortho-dimethylaminobenzoate